COC(=O)C1(CCC2(C=CC3=CC=CC=C23)CC1)NC1=CC(=CC=C1)Cl (1r,4r)-4-(3-Chloroanilino)spiro[cyclohexane-1,1'-indene]-4-carboxylic acid methyl ester